(2R)-3-(4-hydroxy-3-methoxy-phenyl)propane-1,2-diol OC1=C(C=C(C=C1)C[C@H](CO)O)OC